(4-(2-((tert-butoxycarbonyl)amino)ethyl)phenyl)boronic acid C(C)(C)(C)OC(=O)NCCC1=CC=C(C=C1)B(O)O